NC1=NSC2=C1C=CC=C2 amino-azabenzothiophene